(R)-N-(3-methoxy-4-(4-(4-methylpiperazin-1-yl)piperidin-1-yl)phenyl)-4-(3-phenylisooxazolidin-2-yl)-7-((2-(trimethylsilyl)ethoxy)methyl)-7H-pyrrolo[2,3-d]pyrimidin-2-amine COC=1C=C(C=CC1N1CCC(CC1)N1CCN(CC1)C)NC=1N=C(C2=C(N1)N(C=C2)COCC[Si](C)(C)C)N2OCC[C@@H]2C2=CC=CC=C2